rac-tert-butyl (2R,3R)-2-(4-(2-(tert-butyl)phenyl)piperidine-1-carbonyl)-3-hydroxypyrrolidine-1-carboxylate C(C)(C)(C)C1=C(C=CC=C1)C1CCN(CC1)C(=O)[C@@H]1N(CC[C@H]1O)C(=O)OC(C)(C)C |r|